3-(2-oxo-1-azepanyl)propionic acid O=C1N(CCCCC1)CCC(=O)O